FC(C(C(C(C(C(F)(F)F)(F)F)(F)F)(F)F)(F)F)(S(=O)[O-])F perfluorohexyl-sulfinate